osmium oxide [Os]=O